2-chloro-9-isopropyl-N-((2-(1-methyl-1H-pyrrol-2-yl)pyridin-3-yl)methyl)-9H-purin-6-amine ClC1=NC(=C2N=CN(C2=N1)C(C)C)NCC=1C(=NC=CC1)C=1N(C=CC1)C